O1C(CCC1)CC1OCCC1 (tetrahydrofuran-2-yl)methylTetrahydrofuran